CC=1NC(=C(N1)C1=CC=CC=C1)C1=CC=CC=C1 2-methyl-4,5-diphenylimidazole